(11R)-8-(2,6-difluorophenyl)-11-methyl-3,4,7,9,13,14-hexazatetracyclo[7.6.1.02,6.013,16]hexadeca-1(16),2(6),4,7,14-pentaene FC1=C(C(=CC=C1)F)C1=NC=2C=NNC2C=2C=NN3C[C@@H](CN1C23)C